F[C@@H]1C2=C([C@@H]3CCCC(N3C1)=O)NC1=CC(=C(C(=C12)F)F)F (7R,12bS)-7,8,9,10-tetrafluoro-1H,2H,3H,4H,6H,7H,12H,12bH-indolo[2,3-a]quinolizin-4-one